2-(11-(phosphonomethyl)-1,4,8,11-tetraazabicyclo[6.6.2]hexadecan-4-yl)acetic acid P(=O)(O)(O)CN1CCN2CCCN(CCN(CCC1)CC2)CC(=O)O